2-[[1-[(2-Bromophenyl)methyl]-5-(3-methoxyphenyl)-1H-pyrazol-3-yl]methoxy]-2-methylpropanoic acid BrC1=C(C=CC=C1)CN1N=C(C=C1C1=CC(=CC=C1)OC)COC(C(=O)O)(C)C